FC1=C(C=C(C(=C1)C)C1=CC(=NC(=C1)N1CCOCC1)C)C1N(CCC1CC(F)(F)F)C(=O)N 2-fluoro-4-methyl-5-[2-methyl-6-(morpholin-4-yl)pyridin-4-yl]phenyl-3-(2,2,2-trifluoroethyl)pyrrolidine-1-carboxamide